4-Acetoxy-N-Methyl-N-Isopropyltryptamine C(C)(=O)OC=1C=CC=C2NC=C(CCN(C(C)C)C)C12